2-Methylisothiazolidine-5-carbaldehyde 1,1-dioxide CN1S(C(CC1)C=O)(=O)=O